(S)-2-(1-amino-1,3-dihydrospiro[indene-2,4'-piperidine]-1'-yl)-3-methyl-5-(3-(4-morpholinophenyl)prop-1-yn-1-yl)pyrimidin-4(3H)-one N[C@@H]1C2=CC=CC=C2CC12CCN(CC2)C2=NC=C(C(N2C)=O)C#CCC2=CC=C(C=C2)N2CCOCC2